C(C)OC(=O)C1(CC(=NO1)C1=C(C=C(C(=C1)C=1C(=NC(=CC1)C)F)F)Cl)C 3-[2-chloro-4-fluoro-5-(2-fluoro-6-methyl-3-pyridinyl)-phenyl]-5-methyl-4H-isoxazole-5-carboxylic acid ethyl ester